tetrahydro-β-carbolinone C1(NCCC2C3=CC=CC=C3N=C12)=O